tert-butyl (2,6-difluoro-4-(pyrrolidine-1-yl)phenyl)carbamate FC1=C(C(=CC(=C1)N1CCCC1)F)NC(OC(C)(C)C)=O